acryloyloxyethyl-lithium phosphate P(=O)(O)(O)O.C(C=C)(=O)OCC[Li]